N-tert-Butyl-6-chloro-1-cyclopropyl-pyrazolo[3,4-d]pyrimidin-4-amine C(C)(C)(C)NC1=C2C(=NC(=N1)Cl)N(N=C2)C2CC2